5-cyclopropyl-2-fluoro-4-(((3-fluoroazetidin-3-yl)methoxy)methyl)benzoic acid C1(CC1)C=1C(=CC(=C(C(=O)O)C1)F)COCC1(CNC1)F